C(C)C1COCOC1 5-ethyl-1,3-dioxan